(7-fluoroindolin-1-yl)(3-((2-methylindolin-1-yl)sulfonyl)phenyl)methanone FC=1C=CC=C2CCN(C12)C(=O)C1=CC(=CC=C1)S(=O)(=O)N1C(CC2=CC=CC=C12)C